6-butyl-3-[3-(3-chlorophenyl)azetidine-1-carbonyl]-5-(2,6-dimethoxyphenyl)pyridine-2,4-diol C(CCC)C1=C(C(=C(C(=N1)O)C(=O)N1CC(C1)C1=CC(=CC=C1)Cl)O)C1=C(C=CC=C1OC)OC